FC(=C1CC2CCC(N2C1)=O)F 2-(difluoromethylene)-5-oxotetrahydro-1H-pyrrolizine